5-(4,4,5,5-tetramethyl-1,3,2-dioxaborolan-2-yl)isophthalaldehyde CC1(OB(OC1(C)C)C=1C=C(C=C(C=O)C1)C=O)C